Butyl dodecylglycinate C(CCCCCCCCCCC)NCC(=O)OCCCC